2-fluoro-5-nitro-bromobenzene FC1=C(C=C(C=C1)[N+](=O)[O-])Br